(3-((2-amino-4-chloro-6-methylpyrimidin-5-yl)methyl)-4-methoxyphenyl)-methanol NC1=NC(=C(C(=N1)Cl)CC=1C=C(C=CC1OC)CO)C